C1(CC1)C1=CC(=NN1CCS(=O)(=O)C)C1=NC(=NO1)C1(CC1)C1=C(C=CC=C1)C 5-(5-cyclopropyl-1-(2-(methylsulfonyl)ethyl)-1H-pyrazol-3-yl)-3-(1-(o-tolyl)cyclopropyl)-1,2,4-oxadiazole